O[C@H](C(=O)NC1=NN(C(=C1)C1=NOC(=N1)CCC)C)CNC1=NC=CC2=CC=C(C=C12)C (S)-2-hydroxy-N-(1-methyl-5-(5-propyl-1,2,4-oxadiazol-3-yl)-1H-pyrazol-3-yl)-3-((7-methylisoquinolin-1-yl)amino)propanamide